4,4-diethoxy-9-oxo-3,8,13-trioxa-10-aza-4-silapentadec-15-ylmethacrylate C(C)O[Si](OCC)(CCCOC(NCCOCCOC(C(=C)C)=O)=O)OCC